(2,2'-bipyridyl) ruthenium (II) [Ru+2].N1=C(C=CC=C1)C1=NC=CC=C1